(Z)-3-fluoro-4-(4-(3-(methylsulfonyl)phenyl)-1H-benzo[d][1,2,3]triazol-1-yl)but-2-ene-1-amine F\C(=C/CN)\CN1N=NC2=C1C=CC=C2C2=CC(=CC=C2)S(=O)(=O)C